FC=1C=C2C(=C(C(N(C2=NC1C1=C(C=CC=C1OC)F)C=1C(=NN(C1C)C)C(C)C)=O)[N+](=O)[O-])O 6-fluoro-7-(2-fluoro-6-methoxyphenyl)-4-hydroxy-1-(3-isopropyl-1,5-dimethyl-1H-pyrazol-4-yl)-3-nitro-1,8-naphthyridin-2(1H)-one